6-[4-[(6-chloroimidazo[1,2-a]pyridin-2-yl)methyl]piperazin-1-yl]pyridine-3-carbonitrile ClC=1C=CC=2N(C1)C=C(N2)CN2CCN(CC2)C2=CC=C(C=N2)C#N